2-[(1s,3r)-3-[(tert-butyldimethylsilyl)oxy]cyclobutyl]ethanamine [Si](C)(C)(C(C)(C)C)OC1CC(C1)CCN